1-[3-(1H-imidazol-5-yl)-2-[3-(trifluoromethyl)-1H-1,2,4-triazol-5-yl]imidazo[1,2-a]pyrimidin-7-yl]pyrrolidin-3-ol N1C=NC=C1C1=C(N=C2N1C=CC(=N2)N2CC(CC2)O)C2=NC(=NN2)C(F)(F)F